(5-methyl-2-(2-oxo-2,3-dihydro-1H-benzo[d]imidazol-5-ylamino)pyrimidin-4-ylamino)benzo[d]oxazol-2(3H)-one CC=1C(=NC(=NC1)NC1=CC2=C(NC(N2)=O)C=C1)NN1C(OC2=C1C=CC=C2)=O